C(#N)C1=CC(=C(COC=2C=C(C=CC2)C23CCN(CC3C2)CC2=NC3=C(N2C[C@H]2OCC2)C=C(C=C3)C(=O)O)C=C1)F 2-((6-(3-((4-cyano-2-fluorobenzyl)oxy)phenyl)-3-azabicyclo[4.1.0]heptan-3-yl)methyl)-1-(((S)-oxetan-2-yl)methyl)-1H-benzo[d]imidazole-6-carboxylic acid